C12COCC(CC(C1)NC(=O)C=1C3=C(N4CCCC14)C=CC=C3)N2 N-{3-oxa-9-azabicyclo[3.3.1]nonan-7-yl}-1H,2H,3H-benzo[b]pyrrolizine-9-carboxamide